(6R,7aS)-7a-(((tert-butyldiphenylsilyl)oxy)methyl)-6-fluorohexahydro-1H-pyrrolizin-1-one [Si](C1=CC=CC=C1)(C1=CC=CC=C1)(C(C)(C)C)OC[C@@]12C[C@H](CN2CCC1=O)F